C1(=CC=CC2=CC=CC=C12)CC1=CC(N2[C@@H](CSC2=C1C(F)(F)F)C(=O)O)=O (3R)-6-[(1-Naphthyl)methyl]-4-oxo-7-(trifluoromethyl)-1-thia-3a-aza-3-indancarboxylic acid